ClC1=C(C=C(C=C1)NC(=O)NC1=CC(=CC=C1)C(=O)C=1C=C2N=C(C=NC2=CC1)N1CCNCC1)C(F)(F)F 1-(4-chloro-3-(trifluoromethyl)phenyl)-3-(3-(3-(piperazin-1-yl)quinoxaline-6-carbonyl)phenyl)urea